[4-{1-(dibenzofuran-4-yl)naphthalene-2-yl}phenyl]-phenylamine C1=CC=C(C=2OC3=C(C21)C=CC=C3)C3=C(C=CC2=CC=CC=C32)C3=CC=C(C=C3)NC3=CC=CC=C3